C(#N)C1=NC2=CC(=CC(=C2N=C1N1CCC(CC1)F)C(C)NC1=C(C(=O)O)C=CC=C1)C#N 2-((1-(2,7-dicyano-3-(4-fluoropiperidin-1-yl)quinoxalin-5-yl)ethyl)amino)benzoic acid